FC(S(=O)(=O)OCC(F)F)(F)F 2,2-difluoroethyl trifluoromesylate